4-(cyclopropylmethoxy)-3-(6-methyl-7-oxo-6,7-dihydro-1H-pyrrolo[2,3-c]pyridin-4-yl)-N-(pyridin-3-ylmethyl)benzenesulfonamide C1(CC1)COC1=C(C=C(C=C1)S(=O)(=O)NCC=1C=NC=CC1)C=1C2=C(C(N(C1)C)=O)NC=C2